trans-4-Hydroxy-N-(3-(1-isopropyl-1H-pyrazol-4-yl)phenyl)-N-((trans-4-(4-methoxy-3-methylphenyl)cyclohexyl)methyl)cyclohexanecarboxamide O[C@@H]1CC[C@H](CC1)C(=O)N(C[C@@H]1CC[C@H](CC1)C1=CC(=C(C=C1)OC)C)C1=CC(=CC=C1)C=1C=NN(C1)C(C)C